β,β,2-trifluoro-3-pyridinepropanoic acid FC(CC(=O)O)(C=1C(=NC=CC1)F)F